cis-N-(2-fluoro-4-methyl-5-(1,2,4-triazin-3-yl)phenyl)-3-methyl-1-(3-methyl-1,2,4-oxadiazol-5-yl)-6-azabicyclo[3.1.1]heptane-6-carboxamide FC1=C(C=C(C(=C1)C)C=1N=NC=CN1)NC(=O)N1C2CC(CC1(C2)C2=NC(=NO2)C)C